trifluoromethan ammonium bis(trifluoromethanesulfonyl)imide [N-](S(=O)(=O)C(F)(F)F)S(=O)(=O)C(F)(F)F.[NH4+].FC(F)F